((S)-(2-Chlorophenyl)(cyclopropyl)methyl)-N-((R,E)-4-(methylsulfonyl)but-3-en-2-yl)-1H-pyrazolo[3,4-c]pyridine-5-carboxamide ClC1=C(C=CC=C1)[C@H](C1CC1)N1N=CC=2C1=CN=C(C2)C(=O)N[C@H](C)\C=C\S(=O)(=O)C